2-[1-[(2-methyl-1-oxo-isoindolin-5-yl)methyl]pyrazol-4-yl]-5-propyl-3H-imidazo[2,1-b]purin-4-one CN1C(C2=CC=C(C=C2C1)CN1N=CC(=C1)C1=NC=2N3C(N(C(C2N1)=O)CCC)=NC=C3)=O